ClC=1C(=C(C=CC1)NC1=NC=NC2=CC(=C(C=C12)[N+](=O)[O-])C#CC12CCC(CC1)N2C(=O)OC(C)(C)C)F tert-butyl 1-((4-((3-chloro-2-fluorophenyl) amino)-6-nitroquinazolin-7-yl) ethynyl)-7-azabicyclo[2.2.1]heptane-7-carboxylate